C(C)(=O)N1CC(OCC1)CN1CC(=CC=C1)NC=1C=C2N=CC=NC2=C(C1)C1=CC=C2C=CN(C2=C1)C N-[(4-acetylmorpholin-2-yl)methyl]-3-{[8-(1-methyl-1H-indol-6-yl)quinoxalin-6-yl]amino}pyridine